4-(2-cyclopropyl-3-nitrophenoxy)tetrahydro-2H-pyran C1(CC1)C1=C(OC2CCOCC2)C=CC=C1[N+](=O)[O-]